FC=1C=C2C(=C(/C(/C2=CC1)=C/C1=CC=C(C=C1)C(C)C)C)CCC1=NN=NN1 (Z)-5-(2-(5-fluoro-1-(4-isopropylbenzylidene)-2-methyl-1H-inden-3-yl)ethyl)-1H-tetrazole